1-(1-(1-((3-fluoroazetidin-3-yl)methyl)azetidin-3-yl)-piperidin-4-yl)-3-(4-phenoxyphenyl)-1H-pyrazolo[3,4-d]pyrimidin-4-amine FC1(CNC1)CN1CC(C1)N1CCC(CC1)N1N=C(C=2C1=NC=NC2N)C2=CC=C(C=C2)OC2=CC=CC=C2